tert-butyl ((cis)-4-(pyrimidin-2-ylamino)cyclohexyl)carbamate N1=C(N=CC=C1)N[C@H]1CC[C@H](CC1)NC(OC(C)(C)C)=O